isobutyryloxypropyl-dimethylchlorosilane acetylpyroglutamate C(C)(=O)N1[C@@H](CCC1=O)C(=O)O.C(C(C)C)(=O)OCCC[Si](Cl)(C)C